(5-chloro-3-isopropylpyrazolo[1,5-a]pyrimidin-7-yl)(imidazo[1,2-a]pyrimidin-2-ylmethyl)carbamic acid tert-butyl ester C(C)(C)(C)OC(N(CC=1N=C2N(C=CC=N2)C1)C1=CC(=NC=2N1N=CC2C(C)C)Cl)=O